N-((3-(amino-methyl)thiophen-2-yl)methyl)-1-(5-methyl-2-((tetrahydro-2H-pyran-4-yl)amino)-pyrimidin-4-yl)-1H-imidazole-4-carboxamide NCC1=C(SC=C1)CNC(=O)C=1N=CN(C1)C1=NC(=NC=C1C)NC1CCOCC1